C(C)OC(=O)C=1C=NN(C1)C1=C(C=CC(=C1)[N+](=O)[O-])Cl 1-(2-chloro-5-nitrophenyl)-1H-pyrazole-4-carboxylic acid ethyl ester